NCC1=CC=C(C=C1)NC=1C(=NC(=CC1)C1CCC(CC1)C(F)(F)F)C N-(4-(aminomethyl)phenyl)-2-methyl-6-(4-(trifluoromethyl)cyclohexyl)pyridin-3-amine